ClC1=NC=C(C(=C1)NC1CCC(CC1)(O)C)C1=NC=C(N=C1)OC1COCC1 (1s,4s)-4-((2-chloro-5-(5-((tetrahydrofuran-3-yl)oxy)pyrazin-2-yl)pyridin-4-yl)amino)-1-methylcyclohexan-1-ol